N-(tosyloxy)acetamidine S(=O)(=O)(C1=CC=C(C)C=C1)ONC(C)=N